N-((2-(2,6-dioxapiperazin-3-yl)-1-oxoisoindolin-5-yl)methyl)pyridazin-3-carboxamide hydrochloride Cl.N1OC(NCO1)N1C(C2=CC=C(C=C2C1)CNC(=O)C=1N=NC=CC1)=O